(R)-N-(1-aminopropan-2-yl)-4-(7H-pyrrolo[2,3-d]pyrimidin-4-yl)-3,4-dihydro-2H-1,4-thiazine-6-carboxamide hydrochloride Cl.NC[C@@H](C)NC(=O)C1=CN(CCS1)C=1C2=C(N=CN1)NC=C2